(3R)-9-(1-(4-(pentafluoro-λ6-sulfaneyl)phenyl)ethyl)-3-methyl-1,2,3,4,8,9-hexahydropyrido[4',3':3,4]pyrazolo[1,5-a]pyrazin-10(7H)-one trifluoroacetate FC(C(=O)O)(F)F.FS(C1=CC=C(C=C1)C(C)N1C(C=2N(CC1)N=C1C2CN[C@@H](C1)C)=O)(F)(F)(F)F